C(C)C(CCCCCO)CCCC 6-ethyl-decanol